C(C=CC=CC=CCCCCCCCCC)=O 11Z-Hexadecatrienal